2-(Azetidin-1-yl)-5-methoxybenzo[d]oxazole N1(CCC1)C=1OC2=C(N1)C=C(C=C2)OC